CN1N=NC2=C1C=CC(=C2C)C(C(C(=O)OC)(C)C)C2=CC(=C(C=C2)C)CN2C[C@H](OC1=C(C2)C=C2CCCCC2=C1)CC methyl 3-(1,4-dimethyl-1H-benzo[d][1,2,3]triazol-5-yl)-3-(3-(((R)-2-ethyl-2,3,7,8,9,10-hexahydronaphtho[2,3-f][1,4]oxazepin-4(5H)-yl) methyl)-4-methylphenyl)-2,2-dimethylpropionate